COC1=CC=C(N)C(=C1)C 4-methoxy-6-methyl-aniline